OC1=NC=CC=C1C=1OC=C(N1)C(=O)O 2-(2-hydroxypyridine-3-yl)oxazole-4-carboxylic acid